CS(=O)(=O)NCC=1C=C(CN2C(C(=C(C=C2C)OCC2=C(C=C(C=C2)F)F)Br)=O)C=CC1 1-[3-(methylsulfonylaminomethyl)benzyl]-3-bromo-4-[(2,4-difluorobenzyl)oxy]-6-methylpyridin-2(1H)-one